Benzyl (2S,4S)-2-(tert-butyl)-4-((4,4-difluorocyclohexyl)methyl)-5-oxooxazolidine-3-carboxylate C(C)(C)(C)[C@@H]1OC([C@@H](N1C(=O)OCC1=CC=CC=C1)CC1CCC(CC1)(F)F)=O